1,2-propendiol C(=C(C)O)O